S(=O)(=O)([O-])[O-].[Fe+2].[Ni+2].S(=O)(=O)([O-])[O-] nickel iron sulfate salt